COC(CC1=CC=C(C=C1)CCC)=O 2-(p-n-propylphenyl)-acetic acid methyl ester